(rac)-2'-[6-amino-5-(benzyloxy)pyridin-3-yl]-N-cyclobutyl-5',6'-dihydrospiro[pyrrolidine-3,4'-pyrrolo[1,2-b]pyrazole]-1-carboxamide NC1=C(C=C(C=N1)C=1C=C2N(N1)CC[C@]21CN(CC1)C(=O)NC1CCC1)OCC1=CC=CC=C1 |r|